C(C)(C)(C)OC(=O)N1CC(C1)(C)C(C1=CC=C(C=C1)OC(F)(F)F)(O)C=1C=CC2=C(N=CO2)C1 3-[Benzooxazol-5-yl-hydroxy-(4-trifluoromethoxy-phenyl)-methyl]-3-methyl-azetidine-1-carboxylic acid tert-butyl ester